C1(CC1)C1=C(C=C(C=N1)C1=CC(=C2C(=N1)N=C(N2)NC(=O)C2=CC=C(C=N2)C(=O)OC)N(C)CC2(CCCC2)COC)C(F)(F)F Methyl 6-({5-[6-cyclopropyl-5-(trifluoromethyl)pyridin-3-yl]-7-({[1-(methoxymethyl)cyclopentyl]methyl} (methyl)amino)-1H-imidazo[4,5-b]pyridin-2-yl}carbamoyl)pyridine-3-carboxylate